2-(4-(2-chloronaphthalen-1-yl)phenyl)-4,6-diphenyl-1,3,5-triazine ClC1=C(C2=CC=CC=C2C=C1)C1=CC=C(C=C1)C1=NC(=NC(=N1)C1=CC=CC=C1)C1=CC=CC=C1